6-Acetamido-4-aminonicotinic acid methyl ester COC(C1=CN=C(C=C1N)NC(C)=O)=O